C(=O)(O)[C@H](CC(=O)C1=CC2=C(S1)C=C(C(=C2)OC(CCC)C)OC)C 4-((2-((S)-3-carboxybutanoyl)-6-methoxybenzo[b]thiophen-5-yl)oxy)pentan